ClC=1C(=C(C=CC1)C1(CNC1)NC1=CC=C2C=NN(C2=C1)C)C N-(3-(3-chloro-2-methylphenyl)azetidin-3-yl)-1-methyl-1H-indazol-6-amine